FC1=C(C=CC=C1NS(NC)(=O)=O)CN1C(OC2=C(C1)C=CC(=C2)NC(=O)C=2C=NNC2)=O N-[3-({2-fluoro-3-[(methylsulfamoyl)amino]phenyl}methyl)-2-oxo-3,4-dihydro-2H-1,3-benzoxazin-7-yl]-1H-pyrazole-4-carboxamide